5-((5-ethyl-2-methyldihydroindol-1-yl)sulfonyl)-2-((tetrahydro-2H-pyran-4-yl)methoxy)benzyl Alcohol C(C)C=1C=C2CC(N(C2=CC1)S(=O)(=O)C=1C=CC(=C(CO)C1)OCC1CCOCC1)C